1-(5-Chloro-1H-indol-3-yl)-3-(4-((3,3-difluoroazetidin-1-yl)methyl)-3-fluorophenyl)urea ClC=1C=C2C(=CNC2=CC1)NC(=O)NC1=CC(=C(C=C1)CN1CC(C1)(F)F)F